FC(CCC(COCC)COC)F 2-(3,3-difluoropropyl)-1-ethoxy-3-methoxy-propane